CC1=C(COP(CC2=C(CC(C=C2)(C)C)C)(OCC2=C(C=CC=C2C)C)=O)C(=CC=C1)C Bis-(2,6-dimethyl-benzoxy)-2,4,4-trimethylbenzylphosphine oxide